C(C)C=1C=NN(C1)C1(CN(C1)C=1C=2N(C=CC1)N=C(N2)NC2=CC(=C(C=C2)C(=O)N2CCN(CC2)C)C)CC#N 2-[3-(4-ethylpyrazol-1-yl)-1-[2-[3-methyl-4-(4-methylpiperazine-1-carbonyl)anilino]-[1,2,4]triazolo[1,5-a]pyridin-8-yl]azetidin-3-yl]acetonitrile